FC(C1=C(C=CC(=N1)C(=O)NC)N1CCN(CC1)C1C=C(CC1)C=1NC(C(=CN1)CC)=O)F 6-(difluoromethyl)-5-(4-(3-(5-ethyl-6-oxo-1,6-dihydropyrimidin-2-yl)cyclopent-2-en-1-yl)piperazin-1-yl)-N-methylpicolinamide